2,2,2-trifluoro-N-((6-(trifluoro-methyl)pyridazin-3-yl)methyl)-ethan-1-amine FC(CNCC=1N=NC(=CC1)C(F)(F)F)(F)F